oxygen ethyl-triethoxysilane C(C)[Si](OCC)(OCC)OCC.[O]